C(C)C(CC)(C(C(C(C(CC)([2H])CC)=O)([2H])[2H])=O)[2H] 3,7-diethylnonane-4,6-dione-3,5,5,7-d4